iodine (2H3)methane C([2H])([2H])[2H].[I]